N1(CCNCC1)C=1C=CC(=NC1)NC=1N=CC2=C(N1)N=C(C2)C(=O)N 2-[(5-piperazin-1-ylpyridin-2-yl)amino]pyrrolo[2,3-d]pyrimidine-6-carboxamide